ClC1=CC(N(C=C1)CC[C@](C(=O)O)(S(=O)(=O)C)C)=O (R)-4-(4-chloro-2-oxopyridin-1(2H)-yl)-2-methyl-2-(methylsulfonyl)butanoic acid